C(C)(C)N1N=C(C=C1C)C1(CC(N(C1)C1=NC(=CC(=C1)C(F)(F)F)C)C(=O)NC)C(=O)N 4-(1-isopropyl-5-methyl-1H-pyrazol-3-yl)-N2-methyl-1-(6-methyl-4-(trifluoromethyl)pyridin-2-yl)pyrrolidine-2,4-dicarboxamide